(S)-4-(N-(tert-Butyl)sulfamoyl)-N-(6-(3-hydroxypiperidin-1-yl)pyridin-2-yl)-2-(6-azaspiro[2.5]octan-6-yl)benzamide C(C)(C)(C)NS(=O)(=O)C1=CC(=C(C(=O)NC2=NC(=CC=C2)N2C[C@H](CCC2)O)C=C1)N1CCC2(CC2)CC1